ClC=1C=C2C(C(=CN(C2=CC1N1[C@H](CCC1)COC1=NC=CC=C1Cl)C1CN(CC1)CCN(C)C)C(=O)OCC)=O ethyl 6-chloro-7-[(2R)-2-{[(3-chloropyridin-2-yl)oxy]methyl}pyrrolidin-1-yl]-1-{1-[2-(dimethylamino)ethyl]pyrrolidin-3-yl}-4-oxo-1,4-di-hydroquinoline-3-carboxylate